FC1=C(C(=C(C=C1F)F)F)OC(CCOCCOCCOCCN1C(C=CC1=O)=O)=O.C=C(C)C1=C(N)C(=CC=C1)B1OC(C(O1)(C)C)(C)C 2-(prop-1-en-2-yl)-6-(4,4,5,5-tetramethyl-1,3,2-dioxaborolan-2-yl)aniline 2,3,5,6-tetrafluorophenyl-3-(2-(2-(2-(2,5-dioxo-2,5-dihydro-1H-pyrrol-1-yl)-ethoxy)ethoxy)ethoxy)propanoate